NC1=C(C=CC(=C1)Br)N(C(=O)C1C[C@H]2CC[C@@H](C1)N2C(=O)OC(C)(C)C)C tert-butyl (1R,3s,5S)-3-((2-amino-4-bromophenyl) (methyl) carbamoyl)-8-azabicyclo[3.2.1]octane-8-carboxylate